N1C=CC2=C(C=CC=C12)CN1CCN(CC1)C1=C(C(N(C2=CC=C(C=C12)F)C)=O)[N+](=O)[O-] (4-((1H-indol-4-yl)methyl)piperazin-1-yl)-6-fluoro-1-methyl-3-nitroquinolin-2(1H)-one